COC(C1=C(C(=CC=C1)Cl)C1=CC(N(C(=C1)C)CC1=CC=CC=C1)=O)=O 2-(1-Benzyl-6-methyl-2-oxo-1,2-dihydropyridin-4-yl)-3-chlorobenzoic acid methyl ester